(pyridin-4-ylmethyl)pyrrolidine-3-carboxamide dihydrochloride Cl.Cl.N1=CC=C(C=C1)CN1CC(CC1)C(=O)N